COC1=C(C(=CC(=C1)C1=CN=C2N1C=CC(=C2)C=2C=NN(C2)C)OC)C=2OC(=NN2)CC 2-[2,6-dimethoxy-4-[7-(1-methylpyrazol-4-yl)imidazo[1,2-a]pyridin-3-yl]phenyl]-5-ethyl-1,3,4-oxadiazole